4-tertiary butylcatechol C(C)(C)(C)C=1C=C(C(O)=CC1)O